C(CCCCCCCCC(=O)OC1CC(N(C(C1)(C)C)OCCCCCC)(C)C)(=O)OC1CC(N(C(C1)(C)C)OCCCCCC)(C)C Bis(1-hexyloxy-2,2,6,6-tetramethyl-4-piperidyl) sebacate